C(C1=CC=C(C=C1)NC(N(C)C)=O)C1=CC=C(C=C1)NC(N(C)C)=O N-(methylenedi-4,1-phenylene)bis(N,N-dimethylurea)